bis(tripropoxysilylsilyloctadecenyl) tetrasulfide C(CC)O[Si](OCCC)(OCCC)[SiH2]CCCCCCCCCCCCCCCCC=CSSSSC=CCCCCCCCCCCCCCCCC[SiH2][Si](OCCC)(OCCC)OCCC